C1=CC=CC=2C3=CC=CC=C3N(C12)C=1C=CC=2N(C3=CC=C(C=C3C2C1)N1C2=CC=CC=C2C=2C=CC=CC12)C1=NC(=CC(=C1)C=1C=C(C#N)C=CC1)N1C2=CC=C(C=C2C=2C=C(C=CC12)N1C2=CC=CC=C2C=2C=CC=CC12)N1C2=CC=CC=C2C=2C=CC=CC12 3-(2,6-di(9'H-[9,3':6',9''-tercarbazol]-9'-yl)pyridin-4-yl)benzonitrile